(Z)-2-(5-chloro-1H-indol-3-yl)-3-(4-(pyridin-2-ylsulfanyl)pyridin-3-yl)acrylonitrile ClC=1C=C2C(=CNC2=CC1)/C(/C#N)=C/C=1C=NC=CC1SC1=NC=CC=C1